COC(C(C)(C)N=NC(C(=O)OC)(C)C)=O.CN1N=CC(=C1)C1=C(N)C=CC(=C1)C(F)(F)F 2-(1-methyl-1H-pyrazol-4-yl)-4-(trifluoromethyl)aniline dimethyl-2,2'-azobis(isobutyrate)